Cl.CC1=[O+]C(=CC(=C1)C)C 2,4,6-trimethylpyrylium hydrochloride